1-[(2-chlorophenyl)methyl]-5-(3-methoxyphenyl)-1H-pyrazole-3-carboxylic acid methyl ester COC(=O)C1=NN(C(=C1)C1=CC(=CC=C1)OC)CC1=C(C=CC=C1)Cl